COC(CC1=CC(=NC(=C1)C)O)=O (2-hydroxy-6-methylpyridin-4-yl)acetic acid methyl ester